L-2-methylimidazolium CC=1NC=C[NH+]1